OC1=CC=C(OC2CC(C2)C#N)C=C1 (1S,3S)-3-(4-hydroxyphenoxy)cyclobutane-1-carbonitrile